ethyl α-cyano-4-fluorocinnamate C(#N)C(C(=O)OCC)=CC1=CC=C(C=C1)F